2-(2-((tert-butyldimethylsilyl)oxy)ethyl)-1,2,3,4-tetrahydroisoquinolin-6-amine [Si](C)(C)(C(C)(C)C)OCCN1CC2=CC=C(C=C2CC1)N